3-heptyl-1,1,1,3,5,5,5-heptamethyltrisiloxane C(CCCCCC)[Si](O[Si](C)(C)C)(O[Si](C)(C)C)C